(Z)-4-Bromo-5-(2-ethoxyvinyl)-N,N-bis(4-methoxybenzyl)-6-methylpyridin-2-amine BrC1=CC(=NC(=C1\C=C/OCC)C)N(CC1=CC=C(C=C1)OC)CC1=CC=C(C=C1)OC